C(C1=CC=NC=C1)(=O)NC1=C(SC=C1)C(=O)O 3-(isonicotinamido)thiophene-2-carboxylic acid